N-[(1S)-5-[2-(2-aminopyridin-3-yl)-5-cyclopropoxyimidazo[4,5-b]pyridin-3-yl]-2,3-dihydro-1H-inden-1-yl]-3-formyl-4-hydroxybenzamide NC1=NC=CC=C1C1=NC=2C(=NC(=CC2)OC2CC2)N1C=1C=C2CC[C@@H](C2=CC1)NC(C1=CC(=C(C=C1)O)C=O)=O